2-[4-[2-[3-[4-(2-carboxyethyl)-2,6-dichloro-phenoxy]propoxy]ethoxy]-3,5-dichloro-anilino]benzoic acid C(=O)(O)CCC1=CC(=C(OCCCOCCOC2=C(C=C(NC3=C(C(=O)O)C=CC=C3)C=C2Cl)Cl)C(=C1)Cl)Cl